Cl.CN([C@H](C(=O)N)CC1=CC=C(C=C1)O)C (S)-2-(dimethylamino)-3-(4-hydroxyphenyl)propanamide hydrochloride